dihydro-2H-thiopyran-4(3H)-one 1,1-dioxide S1(CCC(CC1)=O)(=O)=O